4-((4-methoxyphenyl)sulfonyl)-2-((methylthio)methyl)-2,3-dihydrofuran COC1=CC=C(C=C1)S(=O)(=O)C=1CC(OC1)CSC